ClC1=CC(=C(C=C1)C1=NC(=NC2=C1N=C(N(C2=O)C)C)N2CC(CCC2)N2CCOCC2)F 8-(4-Chloro-2-fluorophenyl)-2,3-dimethyl-6-(3-morpholinopiperidin-1-yl)pyrimido[5,4-d]pyrimidin-4(3H)-one